2-(3-(2-(2-aminoethoxy)ethoxy)propanamido)-5-bromo-N-(4,5-dimethylthiazol-2-yl)benzamide NCCOCCOCCC(=O)NC1=C(C(=O)NC=2SC(=C(N2)C)C)C=C(C=C1)Br